C(CCCCCC(=O)OCCC=CCCCCC)(=O)OCC1=CC(=CC(=C1)CO)COC(CCC(OCCCCCCCC)OCCCCCCCC)=O (Z)-1-(3-(((4,4-bis(octyloxy)butanoyl)oxy)methyl)-5-(hydroxymethyl)benzyl) 7-(non-3-en-1-yl) heptanedioate